BrC(CO)C(CO)Br trans-2,3-dibromo-1,4-butylene glycol